1-(2-(4-chlorophenyl)-3,4-dimethyl-2H-pyrazolo[3,4-d]pyridazin-7-yl)-N-(3-(diethylamino)propyl)piperidine-3-carboxamide ClC1=CC=C(C=C1)N1N=C2C(=NN=C(C2=C1C)C)N1CC(CCC1)C(=O)NCCCN(CC)CC